FC1(CCC(CC1)N1N=CC=C(C1=O)NC(C1=C(C=C(C=C1)NS(=O)(=O)CCO)N1CCC2(CC2)CC1)=O)F N-(2-(4,4-difluorocyclohexyl)-3-oxo-2,3-dihydropyridazin-4-yl)-4-((2-hydroxyethyl)sulfonamido)-2-(6-azaspiro[2.5]octan-6-yl)benzamide